C1OCC12CC(C2)NC(=O)C2CC21CCN(CC1)C(=O)OC(C(F)(F)F)C(F)(F)F 1,1,1,3,3,3-hexafluoropropan-2-yl (+)-1-((2-oxaspiro[3.3]heptan-6-yl)carbamoyl)-6-azaspiro[2.5]octane-6-carboxylate